FC(C1=CC=C(C=C1)C1(CC1)C1=NOC(=N1)C1(CC1)C(C(=O)O)=C)(F)F 2-(1-(3-(1-(4-(trifluoromethyl)phenyl)cyclopropyl)-1,2,4-oxadiazol-5-yl)cyclopropyl)acrylic acid